OCCOCCCN(C(OC(C)(C)C)=O)C tert-butyl (3-(2-hydroxyethoxy)propyl)(methyl)carbamate